1-benzylthio-pyrroline-2,5-dione C(C1=CC=CC=C1)SN1C(CCC1=O)=O